NC1=NC(=C(C#N)C=C1)C(C)CC 6-amino-2-(sec-butyl)nicotinonitrile